2-Amino-4-(4-(diphenylamino)phenyl)-6,6-dimethyl-5-oxo-5,6,7,8-tetrahydro-4H-chromen-3-carbonitrile NC=1OC=2CCC(C(C2C(C1C#N)C1=CC=C(C=C1)N(C1=CC=CC=C1)C1=CC=CC=C1)=O)(C)C